N5-((1R,5S,6r)-3-Oxabicyclo[3.1.0]hexan-6-yl)-3-(3-methoxyphenyl)-N7-methyl-2,3-dihydrobenzofuran-5,7-dicarboxamid [C@H]12COC[C@@H]2C1NC(=O)C=1C=C(C2=C(C(CO2)C2=CC(=CC=C2)OC)C1)C(=O)NC